N-(7-cyano-5-fluoro-1-(1-methylcyclobutyl)-1H-benzo[d]imidazol-2-yl)-3-cyclopropyl-3-methylbutanamide C(#N)C1=CC(=CC2=C1N(C(=N2)NC(CC(C)(C)C2CC2)=O)C2(CCC2)C)F